1-(5-((2,6-dichlorobenzyl)oxy)-6-methyl-2,3-dihydro-1H-inden-1-yl)piperidine-4-carboxylic acid ClC1=C(COC=2C=C3CCC(C3=CC2C)N2CCC(CC2)C(=O)O)C(=CC=C1)Cl